Phosphoramidothioic acid P(O)(O)(N)=S